FC=1C=C(C=C(C1)F)[C@@H]1CCN2N1C(C1(C2)CCN(CC1)C1=CC(=NC=C1F)F)=O (7'S)-7'-(3,5-difluorophenyl)-1-(2,5-difluoropyridin-4-yl)dihydro-1'H,3'H,5'H-spiro[piperidine-4,2'-pyrazolo[1,2-a]pyrazol]-1'-one